(2R,3S)-2-methyl-1-(phenylmethyl-d2)pyrrolidin-3-ol C[C@H]1N(CC[C@@H]1O)C([2H])([2H])C1=CC=CC=C1